C(C)C=1C=C2CC(CC2=CC1CC)NC[C@@H](O)C1=C2C=CC(NC2=C(C=C1)OCCN1CCN(CC1)C)=O (S)-5-(2-((5,6-diethyl-2,3-dihydro-1H-inden-2-yl)amino)-1-hydroxyethyl)-8-(2-(4-methylpiperazin-1-yl)ethoxy)quinolin-2(1H)-one